NC1=NC=2C=CC(=CC2C2=C1C=NN2C)C(=O)N(CC2=CC=C(C=C2)C(F)(F)F)OC(C)(C)C 4-amino-N-(tert-butoxy)-1-methyl-N-(4-(trifluoromethyl)benzyl)-1H-pyrazolo[4,3-c]quinoline-8-carboxamide